BrC=1C=C(CC2=NNC(C3=CC=C(C=C23)OC)=O)C=CC1F 4-(3-bromo-4-fluorobenzyl)-6-methoxyphthalazin-1(2H)-one